C(#N)C1=CC=C(C=2N1N=CC2F)N2CCO[C@@H](C2)C (2R,6R)-4-(7-cyano-3-fluoro-pyrazolo[1,5-a]pyridin-4-yl)-6-methyl-morpholin